1-(4-(1-(5-chloro-2-methoxyphenyl)-6-(pyrazolo[1,5-a]pyrimidin-3-yl)-1H-pyrazolo[4,3-c]pyridin-3-yl)piperazin-1-yl)ethan-1-one ClC=1C=CC(=C(C1)N1N=C(C=2C=NC(=CC21)C=2C=NN1C2N=CC=C1)N1CCN(CC1)C(C)=O)OC